tris(vinyldimethylsilane) phosphite P(O)(O)O.C(=C)[SiH](C)C.C(=C)[SiH](C)C.C(=C)[SiH](C)C